C1(CCCCCC1)C1=NOC=N1 3-cycloheptyl-1,2,4-oxadiazole